CC1CN=C(N1)C 2,4-dimethylimidazoline